O.N1=NN(C2=NC=CC=C21)O 3H-[1,2,3]Triazolo[4,5-b]Pyridin-3-ol hydrate